(1S,3S,4S)-N-((S)-1-cyano-2-((S)-2-oxopiperidin-3-yl)ethyl)-2-((S)-3-cyclopropyl-2-((1-methyl-1H-pyrazol-4-yl)amino)propanoyl)-5,5-difluoro-2-azabicyclo[2.2.2]octane-3-carboxamide C(#N)[C@H](C[C@H]1C(NCCC1)=O)NC(=O)[C@H]1N([C@@H]2CC([C@H]1CC2)(F)F)C([C@H](CC2CC2)NC=2C=NN(C2)C)=O